OCCN(CCO)CCO tris-(hydroxyethyl)amine